tert-butyl (1R,5S)-3-(4-amino-3-fluorophenyl)-3,8-diazabicyclo[3.2.1]octane-8-carboxylate NC1=C(C=C(C=C1)N1C[C@H]2CC[C@@H](C1)N2C(=O)OC(C)(C)C)F